4-(nonanoyloxy)benzene-1-sulfonate C(CCCCCCCC)(=O)OC1=CC=C(C=C1)S(=O)(=O)[O-]